BrCC([C@H](C1CCCCCC1)NC(OCC1=CC=CC=C1)=O)=O Benzyl (S)-(3-bromo-1-cycloheptyl-2-oxopropyl)carbamate